5-(Cyclohexene-1-yl)-1-[5-(3-methyltriazol-4-yl)-3-pyridyl]-6-oxo-pyridazine-3-carboxylic acid C1(=CCCCC1)C1=CC(=NN(C1=O)C=1C=NC=C(C1)C=1N(N=NC1)C)C(=O)O